ethyl 2-methyl-5-vinylbenzofuran-3-carboxylate CC=1OC2=C(C1C(=O)OCC)C=C(C=C2)C=C